C1(=CC=CC=C1)C1CCC2(CCC(N2)=O)CN1 8-phenyl-1,9-diazaspiro[4.5]Decan-2-one